BrC=1N=C(N2C1[C@H](N(CC2)C(C)=O)C)C2=NC(=NS2)C (R)-1-(1-Bromo-8-methyl-3-(3-methyl-1,2,4-thiadiazol-5-yl)-5,6-dihydroimidazo[1,5-a]pyrazin-7(8H)-yl)ethan-1-one